C(C)(C)(C)OC(=O)N1[C@H](CC1)COC=1C=NN(C1C1=CC=2N(C=C1)N=C(C2)NC2=NC=C(C(=O)OC)C=C2)C Methyl (R)-6-((5-(4-((1-(tert-butoxycarbonyl)azetidin-2-yl)methoxy)-1-methyl-1H-pyrazol-5-yl)pyrazolo[1,5-a]pyridin-2-yl)amino)nicotinate